(10as,11r)-11-benzhydryl-4-hydroxy-7,8,10a,11-tetrahydro-10H-pyridazino[1',6':4,5]pyrazino[2,1-c][1,4]oxazine-3,5-dione C(C1=CC=CC=C1)(C1=CC=CC=C1)[C@H]1N2C(C(N3[C@@H]1COCC3)=O)=C(C(C=N2)=O)O